1-(4-(1-(2-(2-(2-(((3S,4S,5S,6R)-3,4,5-trihydroxy-6-(hydroxymethyl)tetrahydro-2H-pyran-2-yl)oxy)ethoxy)ethoxy)ethyl)-1H-1,2,3-triazol-4-yl)benzoyl)azetidin-2-one O[C@@H]1C(O[C@@H]([C@H]([C@@H]1O)O)CO)OCCOCCOCCN1N=NC(=C1)C1=CC=C(C(=O)N2C(CC2)=O)C=C1